OP(O)(=O)OP(=O)(O)O.OP(O)(=O)OP(=O)(O)O.OP(O)(=O)OP(=O)(O)O.OP(O)(=O)OP(=O)(O)O.CC1=C(C=CC=C1)C dimethyl-benzene tetra-diphosphate